1-[5-(4-Methoxyphenyl)-6-(6-methylpyridin-2-yl)-1H,2H,3H-imidazo[1,2-a][1,3]diazol-1-yl]ethan-1-one COC1=CC=C(C=C1)C1=C(N=C2N1CCN2C(C)=O)C2=NC(=CC=C2)C